[Rb+].FC(C(C(C(F)(F)F)(F)F)(F)F)(S(=O)(=O)[O-])F perfluorobutanesulfonate Rubidium